[N].[Pd].[Au] gold-palladium nitrogen